[C@@H]12NC[C@@H](C(C1)N(C(=O)C=1N=C(SC1)C=1C=NN(C1)C1=CC=CC=C1)C(C)C)C2 N-[(1S,4S)-2-azabicyclo[2.2.1]heptan-5-yl]-2-(1-phenyl-1H-pyrazol-4-yl)-N-(propan-2-yl)-1,3-thiazole-4-carboxamide